tiN-silver [Ag].[Sn]